NC1=NC=NN2C1=C(C=C2C2CC(N(C2)C(=O)[O-])COC)C#CC2=CC(=CC(=C2)OC)OC 4-[4-amino-5-[2-(3,5-dimethoxyphenyl)ethynyl]pyrrolo[2,1-f][1,2,4]triazin-7-yl]-2-(methoxymethyl)pyrrolidine-1-carboxylate